C(C1=CC=CC=C1)SC1=CC(CC(C1)(C)C)=S 3-benzylthio-5,5-dimethylcyclohex-2-ene-1-thione